3,5,6-tricarboxynorbornane C(=O)(O)C1CC2C(C(C1C2)C(=O)O)C(=O)O